Bis(2-chlorophenyl) disulfide ClC1=C(C=CC=C1)SSC1=C(C=CC=C1)Cl